barium-arsenic [As].[Ba]